3-(6-bromopyridin-2-yl)-2-cyano-N-(1-phenylethyl)acrylamide BrC1=CC=CC(=N1)C=C(C(=O)NC(C)C1=CC=CC=C1)C#N